8-((2-fluoro-4-(methylsulfanyl)phenyl)amino)-2-(2-hydroxyethoxy)-4,7-dimethyl-3,4-dihydro-2,7-naphthyridine-1,6(2H,7H)-dione FC1=C(C=CC(=C1)SC)NC=1N(C(C=C2C(CN(C(C12)=O)OCCO)C)=O)C